n-(3-acryloxy-2-hydroxypropyl)-3-aminopropyltriethoxysilane CCO[Si](CCCNCC(COC(=O)C=C)O)(OCC)OCC